OC(C(=O)N1[C@H]([C@H](CC1)NS(=O)(=O)C)CC=1C(=C(C=CC1)C1=CC(=CC(=C1)F)F)F)(C)C N-{(2S,3S)-1-(2-hydroxy-2-methylpropanoyl)-2-[(2,3',5'-trifluoro[1,1'-biphenyl]-3-yl)methyl]pyrrolidin-3-yl}methanesulfonamide